ClC=1C=C(C=CC1Cl)NC(=O)N1C2CCC1CC=1C=NC(=CC12)F (±)-N-(3,4-dichlorophenyl)-3-fluoro-6,7,8,9-tetrahydro-5H-5,8-epiminocyclohepta[c]pyridine-10-carboxamide